3-chloro-2-(2-chloroethoxy)-5-(2-(4-((2-((1-oxo-1λ6-thiomorpholin-1-ylidene)amino)pyrimidin-4-yl)methoxy)phenyl)propan-2-yl)benzonitrile ClC=1C(=C(C#N)C=C(C1)C(C)(C)C1=CC=C(C=C1)OCC1=NC(=NC=C1)N=S1(CCNCC1)=O)OCCCl